CONC(=O)C=1C=NN(C1)CC=1SC(=CC1)C1=NOC(=N1)C(F)(F)F N-methoxy-1-[[5-[5-(trifluoromethyl)-1,2,4-oxadiazol-3-yl]-2-thienyl]methyl]pyrazole-4-carboxamide